2-methyl-6-[1-(2,2,3,3,3-pentafluoropropyl)-1H-pyrazol-4-yl]-7-(trifluoromethyl)-2H,3H,5H-[1,3]thiazolo[3,2-a]pyrimidin-5-one CC1CN2C(=NC(=C(C2=O)C=2C=NN(C2)CC(C(F)(F)F)(F)F)C(F)(F)F)S1